(2,2-dinitropropyl)-3,5-difluorobenzoate [N+](=O)([O-])C(COC(C1=CC(=CC(=C1)F)F)=O)(C)[N+](=O)[O-]